(2S,4R)-4-fluoro-N-(3-(thieno[3,2-b]thiophen-2-yl)cyclopentyl)pyrrolidine-2-thioamide F[C@@H]1C[C@H](NC1)C(NC1CC(CC1)C1=CC2=C(S1)C=CS2)=S